BrC=1C(=C(C(=NC1C)N1CCC(CC1)NC(OC(C)(C)C)=O)C#N)C1=CC(=C(C=C1)C#N)F tert-butyl N-(1-(5-bromo-3-cyano-4-(4-cyano-3-fluorophenyl)-6-Methylpyridin-2-yl)piperidin-4-yl)carbamate